1-(9,9-dibutyl-7-nitrofluoren-2-yl)-3-cyclohexyl-propan-1-one-oxime acetate C(C)(=O)O.C(CCC)C1(C2=CC(=CC=C2C=2C=CC(=CC12)C(CCC1CCCCC1)=NO)[N+](=O)[O-])CCCC